C(C)(C)(C)OC(=O)N[C@@H](CCC(N)=O)C(=O)O N-(tert-butoxycarbonyl)-L-glutamine